CN(C1=NN(C2=CC(=CC=C12)C(=O)OC)C)C methyl 3-(dimethylamino)-1-methylindazole-6-carboxylate